1,1,1-TRIFLUORo-2-CHLORoETHAN FC(CCl)(F)F